FC1(COC1)C=NS(=O)C(C)(C)C N-((3-fluorooxetan-3-yl)methylene)-2-methylpropan-2-sulfinamide